(1r,5s,6s)-N-[6-(2,5-difluorophenyl)pyridazin-3-yl]-3-(tetrahydropyran-4-ylmethyl)-3-azabicyclo[3.1.0]hexane-6-amine FC1=C(C=C(C=C1)F)C1=CC=C(N=N1)NC1[C@@H]2CN(C[C@H]12)CC1CCOCC1